NC=1C2=C(N=CN1)SC(=N2)C=2C=C(C=CC2)C2=NOC(=C2)[C@]2(C(N(CC2)C)=O)O (R)-3-(3-(3-(7-aminothiazolo[5,4-d]pyrimidin-2-yl)phenyl)isoxazol-5-yl)-3-hydroxy-1-methylpyrrolidin-2-one